FC(C=1C=CC(=NC1)C(=O)N1CCN(CC1)C(=O)OC(C)(C)C)(F)F tert-butyl 4-(5-(trifluoromethyl)picolinoyl)piperazine-1-carboxylate